3-chloro-2-(2-chloroethoxy)-5-[1-[4-[[2-(methanesulfonamido)pyrimidin-4-yl]methoxy]phenyl]-1-methyl-ethyl]benzoic acid ClC=1C(=C(C(=O)O)C=C(C1)C(C)(C)C1=CC=C(C=C1)OCC1=NC(=NC=C1)NS(=O)(=O)C)OCCCl